amino-3-[2-(2-thienyl)ethyl]urea NNC(=O)NCCC=1SC=CC1